1-(1H-indol-3-yl)-3-(3-oxo-4-((1-phenylazetidin-3-yl)methyl)-3,4-dihydro-2H-benzo[b][1,4]thiazin-6-yl)urea N1C=C(C2=CC=CC=C12)NC(=O)NC1=CC2=C(SCC(N2CC2CN(C2)C2=CC=CC=C2)=O)C=C1